C(C=C)OC1=CC=C(C(=C1C1CN=C(C1)NNC(CC#N)=O)Cl)Cl N'-(3-(6-(allyloxy)-2,3-dichlorophenyl)-3,4-dihydro-2H-pyrrol-5-yl)-2-cyanoacethydrazide